4-bromo-N-((1s,3s)-3-hydroxy-3-methylcyclobutyl)-3-methylbenzenesulfonamide BrC1=C(C=C(C=C1)S(=O)(=O)NC1CC(C1)(C)O)C